CN([C@@H](C(C)C)C(=O)O)C(N([C@@H]1CN(CCC1)C(=O)C=1N(C=CC=CC1)C(C1=CC=CC=C1)(C1=CC=CC=C1)C1=CC=CC=C1)C)=O N-methyl-N-(methyl-((S)-1-((R)-1-tritylazepine-2-carbonyl)piperidin-3-yl)carbamoyl)-L-valine